1,5-diisopropyloxy-3-pentanol C(C)(C)OCCC(CCOC(C)C)O